Cl[Pd]Cl Dichloropalladium(II)